Tert-butyl 3-[2-(2,8-dimethylimidazo[1,2-b]pyridazin-6-yl)-5-oxo-1,6-naphthyridin-6-yl]pyrrolidine-1-carboxylate CC=1N=C2N(N=C(C=C2C)C2=NC=3C=CN(C(C3C=C2)=O)C2CN(CC2)C(=O)OC(C)(C)C)C1